Benzyl-(2S)-2-methoxy-2-(3-methoxyphenyl)acetic acid C(C1=CC=CC=C1)[C@@](C(=O)O)(C1=CC(=CC=C1)OC)OC